C(#N)C1=CC=C(CNC(=O)C2=NN(C=3C(N([C@H](CC32)C)CC3(CC3)S(=O)(=O)C)=O)C)C=C1 (S)-N-(4-cyanobenzyl)-1,5-dimethyl-6-((1-(methylsulfonyl)cyclopropyl)methyl)-7-oxo-4,5,6,7-tetrahydro-1H-pyrazolo[3,4-c]pyridine-3-carboxamide